2-((1-acetyl-3-oxoindolin-2-ylidene)methyl)-[4,4'-biquinoline] C(C)(=O)N1C(C(C2=CC=CC=C12)=O)=CC1=NC2=CC=CC=C2C(=C1)C1=CC=NC2=CC=CC=C12